NCC=1C=C(C=CC1)NC(=O)C1=NC=C(C=C1)C1=NC(=CN=C1)OCC N-[3-(aminomethyl)phenyl]-5-(6-ethoxypyrazin-2-yl)pyridine-2-carboxamide